N-(7-chloro-6-(1-(4-hydroxy-3-methyltetrahydrofuran-3-yl)piperidin-4-yl)isoquinolin-3-yl)-6-oxaspiro[2.5]octane-1-carboxamide ClC1=C(C=C2C=C(N=CC2=C1)NC(=O)C1CC12CCOCC2)C2CCN(CC2)C2(COCC2O)C